(1s,4s)-4-((2-nitrophenyl)amino)cyclohexan-1-ol [N+](=O)([O-])C1=C(C=CC=C1)NC1CCC(CC1)O